N1=CC(=CC=C1)S(=O)(=O)N[C@@H](C)C(=O)OC1=CC=C(C=C1)OC([C@@H](NS(=O)(=O)C=1C=NC=CC1)C)=O 4-(((pyridin-3-ylsulfonyl)-L-alanyl)oxy)phenyl (pyridin-3-ylsulfonyl)-L-alaninate